FC1(C2CN(CC12)C1=NC(=CC(=N1)C=1N=NN(C1)C1=C(C=C(C=C1)NS(=O)(=O)CCO)N1CCCCC1)C)F N-(4-(4-(2-(6,6-difluoro-3-azabicyclo[3.1.0]hexan-3-yl)-6-methylpyrimidin-4-yl)-1H-1,2,3-triazol-1-yl)-3-(piperidin-1-yl)phenyl)-2-hydroxyethane-1-sulfonamide